5-((1-(6-(3-(Dimethylamino)pyrrolidin-1-yl)pyridin-3-yl)-1H-imidazol-4-yl)amino)pyrazine-2-carbonitrile CN(C1CN(CC1)C1=CC=C(C=N1)N1C=NC(=C1)NC=1N=CC(=NC1)C#N)C